3-(5-amino-6-((1-(piperidin-4-yl)-1H-pyrazol-4-yl)oxy)pyrazin-2-yl)-N,5-dimethylbenzenesulfonamide NC=1N=CC(=NC1OC=1C=NN(C1)C1CCNCC1)C=1C=C(C=C(C1)C)S(=O)(=O)NC